(1-(5-((6-cyano-1H-indol-1-yl)methyl)thiophen-2-yl)-1-oxo-5,8,11-trioxa-2-azatridecan-13-yl)carbamic acid tert-butyl ester C(C)(C)(C)OC(NCCOCCOCCOCCNC(=O)C=1SC(=CC1)CN1C=CC2=CC=C(C=C12)C#N)=O